FC1(CCN(CC1)C(=O)C=1C=C2C(=NC1)N(C=C2)C2=C(C(=O)[O-])C=CC=N2)F 5-(4,4-difluoropiperidine-1-carbonyl)-1H-pyrrolo[2,3-b]pyridin-1-ylnicotinate